CS(=O)(=O)CCN1CCC(CC1)NC=1C=2C=C(N(C2C=CC1)CC(F)(F)F)C#CCNC1=CC=C(C=C1)S(=O)(=O)C N-[1-(2-methanesulfonylethyl)piperidin-4-yl]-2-{3-[(4-methanesulfonylphenyl)-amino]prop-1-yn-1-yl}-1-(2,2,2-trifluoroethyl)-1H-indol-4-amine